N-((5-fluoro-6-(pyridin-2-ylmethoxy)-1H-indol-2-yl)methyl)cyclopropanecarboxamide FC=1C=C2C=C(NC2=CC1OCC1=NC=CC=C1)CNC(=O)C1CC1